cyclohexenyl-benzyl-phosphinic acid C1(=CCCCC1)P(O)(=O)CC1=CC=CC=C1